COCC=1SC=C(N1)C=O 2-(methoxymethyl)thiazole-4-carbaldehyde